C(C)C1=CC=C(C=C(C(=O)OC(C)C)C#N)C=C1 isopropyl 4-ethyl-α-cyanocinnamate